O=S1(CCC2=C1C=CC(=C2)NC(COC2=CC=C(C=C2)C2=NC1=C(N2)C=CC(=C1)N1C(C2=CC=C(C=C2C1)N1CCCCC1)=O)=O)=O N-(1,1-dioxo-2,3-dihydro-1H-1-benzothien-5-yl)-2-(4-{5-[1-oxo-5-(piperidin-1-yl)-1,3-dihydro-2H-isoindol-2-yl]-1H-benzimidazol-2-yl}phenoxy)acetamide